4-chloro-2-(2-methyl-2H-indazol-5-yl)pyrido[3,2-c]pyridazine ClC=1C2=C(NN(C1)C1=CC3=CN(N=C3C=C1)C)C=CC=N2